C[C@H]1OC(OC1)C1=CC=CC=C1 (4R)-4-methyl-2-phenyl-1,3-dioxolane